1-(1-(phenylsulfonyl)-1H-indol-6-yl)ethan-1-one C1(=CC=CC=C1)S(=O)(=O)N1C=CC2=CC=C(C=C12)C(C)=O